C(#N)C1=CN(C2=CC=C(C=C12)N1N=CC(=N1)C(=O)OCC=1OC(OC1C)=O)C(C)C (5-methyl-2-oxo-1,3-dioxol-4-yl)methyl 2-(3-cyano-1-isopropyl-1H-indol-5-yl)-2H-1,2,3-triazole-4-carboxylate